C1(CCC(N1OC(CC)=O)=O)=O 3-propanoic acid succinimidyl ester